C(C)(C)(C)OC(NCCOC1CCC(CC1)CN1CCC(CC1)C1=CC=C2C(=CN=CC2=C1)N1C(NC(CC1)=O)=O)=O.CO[Si](CCCCCCCC[Si](C)(C)OC)(C)C 1,8-bis(methoxydimethylsilyl)octane tert-butyl-N-[2-[4-[[4-[4-(2,4-dioxohexahydropyrimidin-1-yl)-7-isoquinolyl]-1-piperidyl]methyl]cyclohexoxy]ethyl]carbamate